ethylenimin hydrochlorid Cl.N1CC1